NC=1C=CC(=C(C1)C=1C2(CCC(C2CC1CCCCCC)O)C(=C)C1=CC=CC=C1)F (Exo)-4-(5-amino-2-fluorophenyl)-5-hexyl-3a-(1-phenylvinyl)-1,2,3,3a,6,6a-hexahydropentalen-1-ol